C(C)OC(=O)C1(CC(C2=CC=CC=C12)CC(=O)O)C(=O)OCC 2-(3,3-bis(ethoxycarbonyl)-2,3-dihydro-1H-inden-1-yl)acetic acid